CC1=C2C(C(=CN(C2=NC(=C1)N1CC(C1)C(=O)N1CC2(C1)OCCCC2)C=2SC=CN2)C(=O)O)=O 5-methyl-7-(3-{5-oxa-2-azaspiro[3.5]nonane-2-carbonyl}azetidin-1-yl)-4-oxo-1-(1,3-thiazol-2-yl)-1,4-dihydro-1,8-naphthyridine-3-carboxylic acid